FC1=C(C(=CC(=C1)OC1CN(CC1)CCCF)F)[C@H]1N([C@@H](CC2=C1NC1=CC=CC=C21)C)C21CC(C2)(C1)C#N 3-((1R,3R)-1-(2,6-difluoro-4-((1-(3-fluoropropyl)pyrrolidin-3-yl)oxy)phenyl)-3-methyl-1,3,4,9-tetrahydro-2H-pyrido[3,4-b]indol-2-yl)bicyclo[1.1.1]pentane-1-carbonitrile